4-((2S,3R,5S)-3-(3-chloro-4-fluoro-2-methoxyphenyl)-5-methyl-5-(trifluoromethyl)tetrahydrofuran-2-carboxamido)picolinamide ClC=1C(=C(C=CC1F)[C@@H]1[C@H](O[C@@](C1)(C(F)(F)F)C)C(=O)NC1=CC(=NC=C1)C(=O)N)OC